benzyl 3-hydroxy-2-(pyridin-2-yl)-2,4,5,7-tetrahydro-6H-pyrazolo[3,4-c]pyridine-6-carboxylate OC=1N(N=C2CN(CCC21)C(=O)OCC2=CC=CC=C2)C2=NC=CC=C2